5-(3-ethylicosan-3-yl)oxazol-2(3H)-one C(C)C(CC)(CCCCCCCCCCCCCCCCC)C1=CNC(O1)=O